2-(4-(((3aR,5R,6aS)-2-((S)-2-hydroxypropanoyl)octahydrocyclopenta[c]pyrrol-5-yl)amino)-1H-pyrrolo[2,3-b]pyridin-5-yl)-N-methylthiazole-5-carboxamide O[C@H](C(=O)N1C[C@@H]2[C@H](C1)CC(C2)NC2=C1C(=NC=C2C=2SC(=CN2)C(=O)NC)NC=C1)C